(S)-5-chloro-7-fluoro-1'-(2-hydroxyacetyl)-6-methylspiro[indoline-3,3'-pyrrolidin]-2-one ClC=1C=C2C(=C(C1C)F)NC([C@]21CN(CC1)C(CO)=O)=O